2,4,6-trimethyl-1-pentoxypyridine-1-ium 4-methylbenzenesulfonate CC1=CC=C(C=C1)S(=O)(=O)[O-].CC1=[N+](C(=CC(=C1)C)C)OCCCCC